3-((1S,3R)-3-((5-cyano-4-(1,5-dimethyl-1H-pyrazol-4-yl)pyrimidin-2-yl)amino)cyclohexyl)-3H-imidazo[4,5-b]pyridine-6-carbonitrile C(#N)C=1C(=NC(=NC1)N[C@H]1C[C@H](CCC1)N1C=NC=2C1=NC=C(C2)C#N)C=2C=NN(C2C)C